(E)-N-[(5-bromopyridin-2-yl)methylidene]hydroxylamine BrC=1C=CC(=NC1)\C=N\O